N[C@H](C([2H])([2H])[2H])C(=O)N([C@@H](C)C(=O)OC)CC1=CC=CC=C1 methyl N-(D-alanyl-3,3,3-d3)-N-benzyl-L-alaninate